N6'-(2-(1-(2,2-Difluoroethyl)-1H-pyrazol-4-yl)pyrimidin-4-yl)-N4'-((1s,4s)-4-fluorocyclohexyl)-5-morpholino-[2,3'-bipyridine]-4',6'-diamine FC(CN1N=CC(=C1)C1=NC=CC(=N1)NC1=CC(=C(C=N1)C1=NC=C(C=C1)N1CCOCC1)NC1CCC(CC1)F)F